OC(C(=O)OCCC)CCCCCCCCCCCC propyl alpha-hydroxymyristate